N1CC(CC1)NCC1=COC2=C1C=C(C(=C2)C2=CC=C(C=C2)C(F)(F)F)C2=CC=C(C#N)C=C2 4-(3-((pyrrolidin-3-ylamino)methyl)-6-(4-(trifluoromethyl)phenyl)benzofuran-5-yl)benzonitrile